benzyl (S)-2-(cyanomethyl)-4-(2-(((S)-1-methylpyrrolidin-2-yl)methoxy)-7-(3-(pivaloyloxy)naphthalen-1-yl)-5,6,7,8-tetrahydropyrido[3,4-d]pyrimidin-4-yl)piperazine-1-carboxylate C(#N)C[C@@H]1N(CCN(C1)C=1C2=C(N=C(N1)OC[C@H]1N(CCC1)C)CN(CC2)C2=CC(=CC1=CC=CC=C21)OC(C(C)(C)C)=O)C(=O)OCC2=CC=CC=C2